[Na].[Na].[Na].S(=O)(=O)=C1CC(=CC=C1)P(C=1CC(C=CC1)=S(=O)=O)C=1CC(C=CC1)=S(=O)=O tris(3-sulfonylphenyl)phosphine trisodium salt